3-bromo-1,6-cyclohexanedione BrC1CC(C(CC1)=O)=O